ClC1=CC=C(C=C1)[C@H](CC(=O)O)N1[C@@](C2=C(C=C(C=C2C1=O)C(C)(C)O)F)(O[C@@H]1COCC1)C1=CC=C(C=C1)Cl (3S)-3-(4-chlorophenyl)-3-[(1R)-1-(4-chlorophenyl)-7-fluoro-5-(2-hydroxypropan-2-yl)-3-oxo-1-[(3S)-oxolan-3-yloxy]-2,3-dihydro-1H-isoindol-2-yl]propanoic acid